2,2-DIMETHYL-TETRAHYDROTHIOPHENE-3-CARBOXALDEHYDE CC1(SCCC1C=O)C